ClC=1C=C(C(=O)OC)C=C(C1C)OCCN(C)C methyl 3-chloro-5-(2-(dimethylamino)ethoxy)-4-methylbenzoate